FC1([C@H](C1)C(=O)NC1=NC=C2C=C(N3C(C2=C1)=NC=C3)C=3C=NC(=CC3C)C(CC)O)F (1R)-2,2-difluoro-N-(5-(6-(1-hydroxypropyl)-4-methylpyridin-3-yl)imidazo[2,1-a][2,6]naphthyridin-9-yl)cyclopropane-1-carboxamide